D-4-bromo-1H-pyrrole BrC=1C=CNC1